2-(1-(3,3-difluorocyclobutyl)-4-(4-fluorophenyl)-1H-imidazol-5-yl)-N-(5-morpholinopyridin-2-yl)oxazole-4-carboxamide FC1(CC(C1)N1C=NC(=C1C=1OC=C(N1)C(=O)NC1=NC=C(C=C1)N1CCOCC1)C1=CC=C(C=C1)F)F